2-(3-bromo-1-methyl-7-oxo-1,7-dihydro-6H-pyrazolo[4,3-d]pyrimidin-6-yl)-N-((1r,4r)-4-(difluoromethoxy)cyclohexyl)acetamide BrC1=NN(C2=C1N=CN(C2=O)CC(=O)NC2CCC(CC2)OC(F)F)C